2-METHYL-CYSTEINE C[C@](N)(CS)C(=O)O